2-(4-(tert-butyl)phenyl)-N-((5-(2,6-dioxopiperidin-3-yl)-4-oxo-5,6-dihydro-4H-thieno[3,4-c]pyrrol-1-yl)methyl)propanamide C(C)(C)(C)C1=CC=C(C=C1)C(C(=O)NCC=1SC=C2C1CN(C2=O)C2C(NC(CC2)=O)=O)C